5,6-diphenylpyrimidin-4-carboxylic acid ethyl ester C(C)OC(=O)C1=NC=NC(=C1C1=CC=CC=C1)C1=CC=CC=C1